(2,2-dimethyl-7-(2-(propylamino)ethoxy)-3,4-dihydro-2H-benzo[H]chromen-5-yl)(morpholinyl)methanone CC1(OC2=C3C(=CC(=C2CC1)C(=O)N1CCOCC1)C(=CC=C3)OCCNCCC)C